1-(tert-butyl) 2-ethyl 5-oxopyrrolidine-1,2-dicarboxylate O=C1CCC(N1C(=O)OC(C)(C)C)C(=O)OCC